NC1CC(N(C1)C=1C=CC=2OCC(N(C2N1)COCC[Si](C)(C)C)=O)=O 6-(4-Amino-2-oxopyrrolidin-1-yl)-4-(2-trimethylsilylethoxymethyl)pyrido[3,2-b][1,4]oxazin-3-one